3-(2,5-difluorophenyl)-7-[1,1-di(methyl-d3)ethyl-2,2,2-d3]-6-[(1-methyl-1H-1,2,4-triazol-5-yl)methoxy]-1,2,4-triazolo[4,3-b]pyridazine FC1=C(C=C(C=C1)F)C1=NN=C2N1N=C(C(=C2)C(C([2H])([2H])[2H])(C([2H])([2H])[2H])C([2H])([2H])[2H])OCC2=NC=NN2C